C(C)C1=CC=C(C=C1)C1C2CNCC12 6-(4-Ethylphenyl)-3-azabicyclo[3.1.0]hexane